COC1=CC=C(C=C1)C(OC[C@@]1([C@H]([C@H]([C@@H](O1)N1C(NC(C(=C1)C)=O)=O)O)O)CO[Si](C(C)C)(C(C)C)C(C)C)(C1=CC=CC=C1)C1=CC=C(C=C1)OC 1-[(2R,3R,4S,5S)-5-[[bis(4-methoxyphenyl)-phenyl-methoxy]methyl]-3,4-dihydroxy-5-(triisopropylsiloxymethyl)tetrahydrofuran-2-yl]-5-methyl-pyrimidine-2,4-dione